N-phenethyl-1-[4-(6,7-dimethoxyquinolin-4-yloxy)-3-fluorophenyl]-4-methyl-6-oxo-1,6-dihydropyridazine-3-carboxamide C(CC1=CC=CC=C1)NC(=O)C1=NN(C(C=C1C)=O)C1=CC(=C(C=C1)OC1=CC=NC2=CC(=C(C=C12)OC)OC)F